Propan-2-yl (2R)-2-({[(1S)-1-[4-(2-methylpropyl)phenyl]ethyl]carbamoyl}oxy)-3-(1H-1,2,4-triazol-1-yl)propanoate CC(CC1=CC=C(C=C1)[C@H](C)NC(=O)O[C@@H](C(=O)OC(C)C)CN1N=CN=C1)C